C(C)(C)(C)OC(=O)N1C(C2=C(CC1)C(=C(S2)NC(C=C)=O)C=2SC1=C(N2)C=C(C=C1)Br)C.COC1=NC=C(C(=N1)OC)[B] (2,4-dimethoxy-pyrimidine-5-yl)boron tert-Butyl-2-acrylamido-3-(5-bromobenzo[d]thiazol-2-yl)-7-methyl-4,7-dihydrothieno[2,3-c]pyridine-6(5H)-carboxylate